[Br-].[O-]CCCC.[O-]CCCC.[O-]CCCC.[Zr+4] zirconium tri-n-butoxide bromide